5-(4-Fluoro-2-methoxyphenyl)-1,3,3,5,7-pentamethyloctahydrobenzo[c]isoxazol FC1=CC(=C(C=C1)C1(CC2C(N(OC2(C)C)C)C(C1)C)C)OC